C(C1=CC=CC=C1)N(C(OC(C)(C)C)=O)C1=NC(=NN2C1=CC(=C2Cl)C[C@H](CC2CC2)NC(=O)OC(C)(C)C)Cl tert-butyl (S)-benzyl(6-(2-((tert-butoxycarbonyl)amino)-3-cyclopropylpropyl)-2,7-dichloropyrrolo[2,1-f][1,2,4]triazin-4-yl)carbamate